FC(OC1=NNC2=C1C(=NC=C2)C2=CC(=C(C=C2)S(=O)(=O)CCO)C)F 2-[4-[3-(difluoromethoxy)-1H-pyrazolo[4,3-c]pyridin-4-yl]-2-methyl-phenyl]sulfonyl-ethanol